C(OC1=CC=C(C=C1)CC(P(=O)(OC(C)C)OC(C)C)P(=O)(OC(C)C)OC(C)C)(OC1=CC=C(C=C1)[N+](=O)[O-])=O 4-(2,2-bis(diisopropoxyphosphoryl)ethyl)phenyl (4-nitrophenyl) carbonate